2-(1-(3-(4-((2-(azepan-1-yl)-5-oxo-5,6-dihydropyrimido[4,5-d]pyridazin-4-yl)amino)phenoxy)propyl)piperidin-4-yl)acetic acid N1(CCCCCC1)C=1N=C(C2=C(C=NNC2=O)N1)NC1=CC=C(OCCCN2CCC(CC2)CC(=O)O)C=C1